N1(CCC1)C=1C=CC(=NC1)C1=CC(=CN1C)C(=O)NC1=CC(=CC(=C1)NS(=O)(=O)C)Cl 5-(5-(azetidin-1-yl)pyridin-2-yl)-N-(3-chloro-5-(methylsulfonylamino)phenyl)-1-methyl-1H-pyrrole-3-carboxamide